OC=1N=C2N(C(C1)=O)N=C(S2)N2C[C@@H](N([C@@H](C2)C)C(=O)OC(C)(C)C)C tert-butyl (2S,6R)-4-(7-hydroxy-5-oxo-[1,3,4]thiadiazolo[3,2-a]pyrimidin-2-yl)-2,6-dimethyl-piperazine-1-carboxylate